C1=CC(=C(C(=C1)O)O)C(=O)N[C@H](CCCCN)C(=O)N[C@@H](CO)C(=O)O The molecule is a catechol-type siderophore with a structure of D-lysyl-L-serine substituted on N(2) of the lysyl residue by a 2,3-dihydroxybenzoyl group. It is produced by the Gram-negative bacillus Dickeya dadantii (previously known as Erwinia chrysanthem). Only the catecholate hydroxyl groups participate in metal coordination, so chrysobactin cannot provide full 1:1 coordination of Fe(III); at neutral pH and concentrations of about 0.1 mM, ferric chrysobactin exists as a mixture of bis and tris complexes. It has a role as a siderophore and a bacterial metabolite. It is a member of catechols, a dipeptide, a monocarboxylic acid, a primary alcohol and a primary amino compound.